3-chloro-4-(difluoromethoxy)-N-([1,2,3]triazolo[1,5-a]pyridin-3-ylmethyl)benzamide ClC=1C=C(C(=O)NCC=2N=NN3C2C=CC=C3)C=CC1OC(F)F